CC1(CCCC2(CC=CC2)C1=O)C 9,9-dimethylspiro[4.5]dec-2-en-10-one